3-(pyridin-3-yl)morpholine dihydrochloride Cl.Cl.N1=CC(=CC=C1)C1NCCOC1